ClC=1C(=C(C=CC1)NC1=C2C(=NC(=C1)NC1=CN=C(C(=N1)C#N)CC)NN(C2=O)C)OC 6-((4-((3-chloro-2-methoxyphenyl)amino)-2-methyl-3-oxo-2,3-dihydro-1H-pyrazolo[3,4-b]pyridin-6-yl)amino)-3-ethylpyrazine-2-carbonitrile